N6-[[2-(3-Methyl-3H-diazirin-3-yl)ethoxy]carbonyl]-L-lysine CC1(N=N1)CCOC(=O)NCCCC[C@H](N)C(=O)O